ClC1=C(C=CC=C1)C(C(F)(F)F)=O Chloro-2,2,2-trifluoroacetophenone